(S)-(5-(6-chloro-5-ethylpyrimidin-4-yloxy)-2-(3-(3-chloropyridin-2-yloxy)pyrrolidin-1-yl)phenyl)methanol Tert-butyl-4-methyl-4-(2-oxoethoxy)piperidine-1-carboxylate C(C)(C)(C)C1N(CCC(C1)(OCC=O)C)C(=O)OCC1=C(C=CC(=C1)OC1=NC=NC(=C1CC)Cl)N1C[C@H](CC1)OC1=NC=CC=C1Cl